Tert-butyl 1-(4-(benzylthio)-2,6-difluorobenzyl)-8-methoxy-2,3-dihydropyrazino[2,3-c][1,8]naphthyridine-4(1H)-carboxylate C(C1=CC=CC=C1)SC1=CC(=C(CN2CCN(C=3C=NC=4N=C(C=CC4C32)OC)C(=O)OC(C)(C)C)C(=C1)F)F